CC1CN(CC=C1C1=C2C(=NC(=C1)NC(=O)C1CC1)NC=C2)C(=O)C=2SC=CC2C N-(4-(3-methyl-1-(3-methylthiophene-2-carbonyl)-1,2,3,6-tetrahydropyridin-4-yl)-1H-pyrrolo[2,3-b]pyridin-6-yl)cyclopropylcarboxamide